C(C1=CC=CC=C1)OC=1C=C(C=CC1OCC1=CC=CC=C1)CCCCO 4-(3,4-bis(benzyloxy)phenyl)butan-1-ol